C(C)C=1C=CC(=NC1)CNC=1C=NN(C1)C N-((5-ethylpyridin-2-yl)methyl)-1-methyl-1H-pyrazol-4-amine